6-{3-[(2,2-difluoroethyl)(methyl)amino]propoxy}-7-methoxy-N-methyl-1H,2H,3H-cyclopenta[b]quinolin-9-amine FC(CN(CCCOC=1C(=CC=2C(=C3C(=NC2C1)CCC3)NC)OC)C)F